4-(8-Amino-3-((1'S,6'R,8a'S)-1'-hydroxy-3'-oxohexahydro-1'H-spiro[cyclopropan-1,2'-indolizin]-6'-yl)imidazo[1,5-a]pyrazin-1-yl)-3-fluoro-N-(4-(trifluoromethyl)pyridin-2-yl)benzamid NC=1C=2N(C=CN1)C(=NC2C2=C(C=C(C(=O)NC1=NC=CC(=C1)C(F)(F)F)C=C2)F)[C@H]2CN1C(C3([C@@H]([C@@H]1CC2)O)CC3)=O